N-(4-bromophenyl)-N-(4-(naphthalene-2-yl)phenyl)-[1,1':2',1''-terphenyl]-4'-amine BrC1=CC=C(C=C1)N(C=1C=C(C(=CC1)C1=CC=CC=C1)C1=CC=CC=C1)C1=CC=C(C=C1)C1=CC2=CC=CC=C2C=C1